7-chloropyrazolo[1,5-a]pyridine-6-carboxylic acid ClC1=C(C=CC=2N1N=CC2)C(=O)O